C(#N)C1=CC=C(COC2=CC=CC(=N2)C2=CC(=C(CC3=NC4=C(N3CCOC)C(=C(C=C4)C(=O)OC(C)(C)C)F)C=C2F)F)C=C1 tert-butyl 2-(4-(6-((4-cyanobenzyl)oxy)pyridin-2-yl)-2,5-difluorobenzyl)-7-fluoro-1-(2-methoxyethyl)-1H-benzo[d]imidazole-6-carboxylate